CN1N=CC(=C1C)C1=CC=C2C=CN=C(C2=C1F)N 7-(1,5-Dimethyl-1H-pyrazol-4-yl)-8-fluoroisoquinolin-1-amine